Adamantanyl-Benzamide C12(CC3CC(CC(C1)C3)C2)C2=C(C(=O)N)C=CC=C2